N(=[N+]=[N-])C1=CC(=C(C(=O)NCCOCCOCCOCCNC(CCCC[C@@H]2SC[C@@H]3NC(N[C@@H]32)=O)=O)C=C1)F 4-azido-2-fluoro-N-(13-oxo-17-((3aS,4S,6aR)-2-oxohexahydro-1H-thieno[3,4-d]imidazol-4-yl)-3,6,9-trioxa-12-azaheptadecyl)benzamide